7-(pyridin-3-ylmethyl)-7H-pyrrolo[3,2-f]quinazoline-1,3-diamine N1=CC(=CC=C1)CN1C=CC=2C3=C(N=C(N=C3C=CC21)N)N